C1=CC=CC=2C3=CC=CC=C3N(C12)CC(CN1C(NCCC1)=O)O 1-(3-(9H-carbazol-9-yl)-2-hydroxypropyl)tetrahydropyrimidin-2(1H)-one